3aH-3,6-methanopyrrolo[3,2-b]pyridine-3a-carboxamide N=1C=C2C3(N=CC(=CC31)C2)C(=O)N